C(C)(C)(C)N1N=NC(=C1)C(=O)N[C@@H]1CCCCC2=C1C=NC(=C2)C2=CC(=NC=C2)NC=2C=NN(C2)C (R)-1-(tert-butyl)-N-(3-(2-((1-methyl-1H-pyrazol-4-yl)amino)pyridin-4-yl)-6,7,8,9-tetrahydro-5H-cyclohepta[c]pyridin-9-yl)-1H-1,2,3-triazole-4-carboxamide